BrC=1C(=C(OC2CCC(CC2)CC(C(=O)O)(F)F)C=CC1)C 3-[4-(3-bromo-2-methyl-phenoxy)cyclohexyl]-2,2-difluoro-propanoic acid